COCCCCN1C(CCC1)=O N-(methoxybutyl)-2-pyrrolidone